14-(3-((tert-butoxycarbonyl)amino)-3-ethylpentyl)-6,6-diethyl-2,2-dimethyl-4,15-dioxo-3-oxa-5,9,14-triazanonadecan-19-oate C(C)(C)(C)OC(=O)NC(CCN(CCCCNCCC(NC(OC(C)(C)C)=O)(CC)CC)C(CCCC(=O)[O-])=O)(CC)CC